C(N)(=O)C1=CN=C(N=N1)N1CCCCC1 6-carbamoyl-3-(piperidin-1-yl)-1,2,4-triazine